COC(=O)C1=CC=2C(=NC=CC2C=2C=C3C(=NNC3=CC2)N)N1 4-(3-Amino-1H-indazol-5-yl)-1H-pyrrolo[2,3-b]pyridine-2-carboxylic acid methyl ester